BrC1=C(C(=O)OC)C=CC(=C1)N1CCN(CC1)CC1=C(CC(CC1)(C)C)C1=CC=C(C=C1)Cl methyl 2-bromo-4-(4-[2-(4-chlorophenyl)-4,4-dimethylcyclohex-1-en-1-yl] methylpiperazin-1-yl)benzoate